BrC1=NC=C(C(=C1C#N)Br)Br 2,4,5-tribromo-3-cyanopyridine